C1(=CC(=CC=C1)C1=NC(=NC(=N1)C1=CC=C(C=C1)C=1C2=CC=CC=C2C(=C2C=CC=CC12)Cl)C1=CC=CC=C1)C1=CC=CC=C1 2-([1,1'-biphenyl]-3-yl)-4-(4-(10-chloroanthracene-9-yl)phenyl)-6-phenyl-1,3,5-triazine